C(C1=CC(O)=C(O)C(O)=C1)(=O)OC(CC)=O propoyl gallate